aluminum diethylphosphinate aluminum ethylbutyl-phosphinate C(C)P([O-])(=O)CCCC.[Al+3].C(C)P([O-])(=O)CC.[Al+3]